C(=C)C1=CC=C(C=C1)[Si](O[SiH](C)C)(O[SiH](C)C)O[SiH](C)C (4-vinylphenyl)tris(dimethylsiloxy)silane